1-(4-(quinolin-4-yl)phenyl)ethan-1-one N1=CC=C(C2=CC=CC=C12)C1=CC=C(C=C1)C(C)=O